N-[(1R)-1-[3-amino-5-(trifluoromethyl)phenyl]ethyl]-1-[3-fluoro-5-(3-methyltriazole-4-yl)phenyl]-6-oxo-pyridazine-3-carboxamide NC=1C=C(C=C(C1)C(F)(F)F)[C@@H](C)NC(=O)C1=NN(C(C=C1)=O)C1=CC(=CC(=C1)C=1N(N=NC1)C)F